N1C(=NC2=C1C=CC=C2)C2=CC(=NN2)NC(=O)C=2C=NC(=CC2)N2CCC(CC2)N2CCOCC2 N-[5-(1H-benzimidazol-2-yl)-1H-pyrazol-3-yl]-6-(4-morpholino-1-piperidyl)pyridine-3-carboxamide